6-(4,4-difluoroazepan-1-yl)-4-methyl-N-(3-(S-methylsulfonimidoyl)phenyl)-[3,4'-bipyridine]-5-carboxamide FC1(CCN(CCC1)C1=C(C(=C(C=N1)C1=CC=NC=C1)C)C(=O)NC1=CC(=CC=C1)S(=O)(=N)C)F